7-bromo-1,2,3,4-tetrahydronaphthalen-1-amine BrC1=CC=C2CCCC(C2=C1)N